ClC1=C(C=C(C=C1)NC1=CC(=C(C=C1)NCC1(COC1)CN1CCCC1)C)F N4-(4-chloro-3-fluorophenyl)-2-methyl-N1-((3-(pyrrolidin-1-ylmethyl)oxetan-3-yl)methyl)benzene-1,4-diamine